O1C(=CC=C1)\C=[N+](\C1=CC=CC=C1)/[O-] (Z)-1-(furan-2-yl)-N-phenylmethaneimine oxide